ClC=1C(=NC(=CC1)N1CC(C1)(C)O)N1N(C(=C(C1=O)NC(C1=CC=C(C=C1)OC(F)F)=O)C1=C(C=C(C=C1F)OC)F)C N-{2-[3-chloro-6-(3-hydroxy-3-methylazetidin-1-yl)pyridin-2-yl]-5-(2,6-difluoro-4-methoxyphenyl)-1-methyl-3-oxo-2,3-dihydro-1H-pyrazol-4-yl}-4-(difluoromethoxy)benzamide